N-((2R,3S)-2-((((CIS)-4-phenylcyclohexyl)oxy)methyl)-1-(pyrimidin-5-yl)pyrrolidin-3-yl)methanesulfonamide C1(=CC=CC=C1)[C@H]1CC[C@H](CC1)OC[C@@H]1N(CC[C@@H]1NS(=O)(=O)C)C=1C=NC=NC1